[Br-].C(CCCCCCCCCCCCC)(=O)OCC(C[N+](CCO)(C)C)OC(CCCCCCCCCCCCC)=O N-(1,2-dimyristoyloxy-propan-3-yl)-N,N-dimethyl-N-hydroxyethyl-ammonium bromide